O=C([C@H](O)[C@@H](O)[C@H](O)[C@H](O)CO)[O-].[K+] Kalium gluconat